tert-butyl N-[2-[cyclopropyl-[1-(4-ethynyl-3-fluoro-2-thienyl)ethyl]amino]ethyl]carbamate C1(CC1)N(CCNC(OC(C)(C)C)=O)C(C)C=1SC=C(C1F)C#C